C(C1=CC=CC=C1)OC1=C(C(=NC(=C1CC=O)C)Cl)C(=O)OCC ethyl 4-benzyloxy-2-chloro-6-methyl-5-(2-oxoethyl)pyridine-3-carboxylate